C1(=CC=CC=C1)[C@H]1N=C(O[C@H]1C1=CC=CC=C1)CC=1O[C@H]([C@H](N1)C1=CC=CC=C1)C1=CC=CC=C1 bis((4R,5S)-4,5-diphenyl-4,5-dihydrooxazol-2-yl)methane